C1CCC12OCCC(C2)NC(N)=O 3-[5-oxaspiro[3.5]nonan-8-yl]urea